ClC1=CC(=C(C=C1)CO)OC 4-chloro-2-methoxybenzenemethanol